FC(C(=O)[O-])(F)F.FC(CN1C(=NC=2C1=NC(=CC2)C=2C=CN1N=C(N=C(C12)NC)N[C@H]1[C@H](C[NH2+]CC1)F)C)F (3S,4R)-4-((5-(3-(2,2-difluoroethyl)-2-methyl-3H-imidazo[4,5-b]pyridin-5-yl)-4-(methylamino)pyrrolo[2,1-f][1,2,4]triazin-2-yl)amino)-3-fluoropiperidin-1-ium 2,2,2-trifluoroacetate